CN(C(OC(C)(C)C)=O)CCCOCC#C tert-Butyl methyl(3-(prop-2-yn-1-yloxy)propyl)carbamate